trimethoxysilylnorbornane-2-carboxylate CO[Si](OC)(OC)OC(=O)C1C2CCC(C1)C2